C(C=1C(=C(C=CC1C(C)(C)C)O)C(C)(C)C)C=1C(=C(C=CC1C(C)(C)C)O)C(C)(C)C.[Na] sodium methylenebis(2,4-di-tert-butylphenol)